NC=1C2=C(N=CN1)N(C(=C2C2=CC=C(C=C2)OC)C=2C=NN(C2)C2CCN(CC2)C(C(=C)C)=O)C 1-(4-(4-(4-amino-5-(4-methoxyphenyl)-7-methyl-7H-pyrrolo[2,3-d]pyrimidin-6-yl)-1H-pyrazol-1-yl)piperidin-1-yl)-2-methylprop-2-en-1-one